F[C@H]1C[C@@H](N2N=C(N=C21)C(=O)N[C@@H]2C(N(C=1N(CC2)N=CC1)C)=O)C1=CC=CC=C1 (5R,7S)-7-fluoro-5-phenyl-N-[(6S)-4-methyl-5-oxo-7,8-dihydro-6H-pyrazolo[1,5-a][1,3]diazepin-6-yl]-6,7-dihydro-5H-pyrrolo[1,2-b][1,2,4]triazole-2-carboxamide